C(C(O)CC(=O)OCCCC)(=O)OCCCC dinormal butyl malate